FC1(C(OC2=C(O1)C=CC(=C2)C2=C(C(=O)N)C=CC=C2)(F)F)F (2,2,3,3-tetrafluoro-1,4-benzodioxin-6-yl)benzamide